3-chloro-N-((1R,3S)-3-hydroxycyclopentyl)benzenesulfonamide methyl-2,3,5,9b-tetrahydro-1H-pyrrolo[2,1-a]isoindole-7-carboxylate COC(=O)C=1C=C2CN3C(C2=CC1)CCC3.ClC=3C=C(C=CC3)S(=O)(=O)N[C@H]3C[C@H](CC3)O